N-(4-bromo-2,5-difluorophenyl)-6-chloropyrazolo[1,5-a]pyrimidine-3-sulfonamide BrC1=CC(=C(C=C1F)NS(=O)(=O)C=1C=NN2C1N=CC(=C2)Cl)F